propionic acid methyl ester hydrogen chloride Cl.COC(CC)=O